FC1=C(C(=C(C=C1OC)OC)F)N1C(C(C=2C=C(N=CC2C1)CNC(C=C)=O)(C)C)=O N-((7-(2,6-difluoro-3,5-dimethoxyphenyl)-5,5-dimethyl-6-oxo-5,6,7,8-tetrahydro-2,7-naphthyridin-3-yl)methyl)acrylamide